5,7-difluoro-3-(methyl-d3)-2-((5-(trifluoromethyl)pyridin-2-yl)methyl)naphthalene-1,4-dione FC1=C2C(C(=C(C(C2=CC(=C1)F)=O)CC1=NC=C(C=C1)C(F)(F)F)C([2H])([2H])[2H])=O